OC1=C(C(=NC(=C1)N1C=CC2=CC=CC=C12)C(=O)O)Cl 4-hydroxy-3-chloro-6-[1H-indol-yl]pyridine-2-carboxylic acid